(S)-7-methoxy-N-(1-(pyridin-2-yl)ethyl)-5-(4-(trifluoromethyl)phenyl)-2-naphthamide COC1=CC(=C2C=CC(=CC2=C1)C(=O)N[C@@H](C)C1=NC=CC=C1)C1=CC=C(C=C1)C(F)(F)F